FC1=C(C=C(C=C1)OC=1C(=C2C=CNC2=CC1F)C)C1=NN(C(=N1)CC=1C=C(C=CC1)CCC(=O)O)C 3-(3-((3-(2-Fluoro-5-((6-fluoro-4-methyl-1H-indol-5-yl)oxy)phenyl)-1-methyl-1H-1,2,4-triazol-5-yl)methyl)phenyl)propanoic acid